2-(3-isopropyl-6-methyl-7-oxabicyclo[4.1.0]hept-2-yl)-5-pentyl-1,3-phenylene diacetate C(C)(=O)OC1=C(C(=CC(=C1)CCCCC)OC(C)=O)C1C2OC2(CCC1C(C)C)C